CC(C)(C)[S@](=O)NC(CF)C1=NC=CC(=C1)C1=CC(=CC=2C=COC21)COC2=C(C=CC=C2)CC(=O)OCC (+)-ethyl 2-(2-((7-(2-(1-((S)-1,1-dimethylethylsulfinamido)-2-fluoroethyl)pyridin-4-yl)benzofuran-5-yl)methoxy)phenyl)acetate